4-benzyloxyphenylethyl tridecanoate C(CCCCCCCCCCCC)(=O)OCCC1=CC=C(C=C1)OCC1=CC=CC=C1